BrC=1C(=CC2=C(N(C=N2)CCC[C@H]2NCCC[C@@H]2O)C1)Cl (2R,3S)-2-(3-(6-bromo-5-chloro-1H-benzo[d]imidazol-1-yl)propyl)piperidin-3-ol